tert-Butyl N-[[(4R,5R)-2-oxo-5-[[(3-oxo-4H-1,4-benzoxazin-6-yl)amino]methyl]-1,3-dioxolan-4-yl]methyl]carbamate O=C1O[C@@H]([C@H](O1)CNC(OC(C)(C)C)=O)CNC=1C=CC2=C(NC(CO2)=O)C1